FC(S(=O)(=O)OC1=C(C=CC=C1)C(C)(C)C)(F)F tert-butylphenyl trifluoromethanesulfonate